(S)-N-(5-(difluoromethyl)-2-((1-(4,4-difluoropiperidine-1-carbonyl)azetidin-3-yl)oxy)phenyl)-3-(3-fluoro-4-methylphenyl)-3-(1,2,4-thiadiazol-5-yl)pyrrolidine-1-carboxamide FC(C=1C=CC(=C(C1)NC(=O)N1C[C@@](CC1)(C1=NC=NS1)C1=CC(=C(C=C1)C)F)OC1CN(C1)C(=O)N1CCC(CC1)(F)F)F